FC=1C=C(C=CC1)N1C(=NC2=C1C=CC=C2)C2=NNC(=C2)NC(C2=CC=C(C=C2)NC2CCN(CC2)C)=O N-(3-(1-(3-fluorophenyl)-1H-benzo[d]imidazol-2-yl)-1H-pyrazol-5-yl)-4-((1-methylpiperidin-4-yl)amino)benzamide